tert-Butyl 3-(2-((tert-butyldiphenylsilyl)oxy)ethyl)azetidine-1-carboxylate [Si](C1=CC=CC=C1)(C1=CC=CC=C1)(C(C)(C)C)OCCC1CN(C1)C(=O)OC(C)(C)C